1-((3-(5-(3,5-difluorophenyl)-4,5-dihydro-1H-pyrazole-1-carbonyl)bicyclo[1.1.1]-pentan-1-yl)methyl)-1H-imidazo[4,5-b]pyridine-6-carbonitrile FC=1C=C(C=C(C1)F)C1CC=NN1C(=O)C12CC(C1)(C2)CN2C=NC1=NC=C(C=C12)C#N